C1(CCCC1)CNC(NC1=CC2=C(C3=C(O2)C=CC(=C3)S(=O)(=O)N[C@@H](C(=O)O)C(C)C)C=C1)=O (R)-2-(7-(3-cyclopentylmethylureido)-dibenzofuran-2-sulfonylamino)-3-methyl-butyric acid